C[C@@H]1CN(CCN1)C1CC(C1)OC1CCN(CC1)C(=O)OC(C)(C)C tert-butyl 4-[(1r,3r)-3-[(3R)-3-methylpiperazin-1-yl]cyclobutoxy]piperidine-1-carboxylate